C12C(CC(CC1)C2)CC(C)=O 1-Norbornan-2-ylpropan-2-one